ONC(C(C1=CC=CC=C1)C1=C(NC2=CC=CC=C12)C)=O N-hydroxy-2-(2-methyl-1H-indol-3-yl)-2-phenylacetamide